N-(6-cyanopyridin-2-yl)-2-cyclopropyl-7-isopropoxyimidazo[1,2-a]Pyridine-6-carboxamide C(#N)C1=CC=CC(=N1)NC(=O)C=1C(=CC=2N(C1)C=C(N2)C2CC2)OC(C)C